[Ru].ClC=1C(=C(C=CC1C)C(C)C)Cl dichloro(p-cymene) ruthenium